4-[2-(4-sulfamoyl-phenyl)-ethylcarbamoyl]-butyric acid S(N)(=O)(=O)C1=CC=C(C=C1)CCNC(=O)CCCC(=O)O